tert-butyl 2-(3-cyanophenyl)-3-(pyridin-4-yl)-6,7-dihydropyrazolo[1,5-a]pyrazine-5(4H)-carboxylate C(#N)C=1C=C(C=CC1)C1=NN2C(CN(CC2)C(=O)OC(C)(C)C)=C1C1=CC=NC=C1